CC1=NOC(=C1C1=CC2=C(N(C(=N2)[C@@H]2CCC(N2C=2C=NC=C(C2)F)=O)[C@H]2CN(CC2)S(=O)(=O)C)C=C1)C (S)-5-(5-(3,5-dimethylisoxazol-4-yl)-1-((R)-1-(methylsulfonyl)pyrrolidin-3-yl)-1H-benzo[d]imidazol-2-yl)-1-(5-fluoropyridin-3-yl)pyrrolidin-2-one